8-bromo-6H-fluorene BrC1=CCC=C2C=3C=CC=CC3C=C12